(2-amino-5-bromo-6-methylpyridin-3-yl)-[7-chloro-2-(oxan-2-yl)indazol-4-yl]methanone NC1=NC(=C(C=C1C(=O)C=1C2=CN(N=C2C(=CC1)Cl)C1OCCCC1)Br)C